sodium barium fluoride [F-].[Ba+2].[Na+].[F-].[F-]